C(CCCCCCCCCCCCC)(=O)N[C@@H](CC(=O)[O-])C(=O)[O-].[Na+].[Na+] disodium N-myristoyl-L-aspartate